5-cyano-N-ethyl-N-(2,2,2-trifluoro-1-(4-fluorophenyl)ethyl)pyridine-3-sulfonamide C(#N)C=1C=C(C=NC1)S(=O)(=O)N(C(C(F)(F)F)C1=CC=C(C=C1)F)CC